BrCC#CCOCC1=CC=C(C=C1)OC 1-(4-bromobut-2-ynoxymethyl)-4-methoxy-benzene